OC1=C(C=C(C[NH-])C=C1)OC N-(4-hydroxy-3-methoxy-benzyl)amid